NCCCNC(=O)C=1C=C2C(=NNC2=CC1)C1=NC2=C(N1)C=CC=C2 N-(3-aminopropyl)-3-(1H-benzo[d]imidazol-2-yl)-1H-indazole-5-carboxamide